tert-butyl 9-oxa-3,7-diazabicyclo[3.3.1]nonane-3-carboxylate (R)-(3-methylpyrrolidin-3-yl)carbamate C[C@@]1(CNCC1)NC(O)=O.C12CN(CC(CNC1)O2)C(=O)OC(C)(C)C